N1(C=NC=C1)CCC(=O)O 3-imidazol-1-yl-propionic acid